(1S,5R)-1-(4-(6-amino-5-(methoxycarbonyl)pyridin-3-yl)phenyl)-3-azabicyclo[3.1.0]hexane-3-carboxylic acid tert-butyl ester C(C)(C)(C)OC(=O)N1C[C@]2(C[C@H]2C1)C1=CC=C(C=C1)C=1C=NC(=C(C1)C(=O)OC)N